(2S,5S)-5-((2-methoxyethoxy)methyl)-2-methyl-4-(1-(4-(trifluoromethoxy)phenyl)ethyl)piperazine-1-carboxylic acid tert-butyl ester C(C)(C)(C)OC(=O)N1[C@H](CN([C@@H](C1)COCCOC)C(C)C1=CC=C(C=C1)OC(F)(F)F)C